1-(3-tert-butyl-1-(quinolin-6-yl)-1H-pyrazol-5-yl)-3-(2-fluoro-4-(2-(methylcarbamoyl)pyridin-4-yloxy)phenyl)urea p-toluenesulfonate CC1=CC=C(C=C1)S(=O)(=O)O.C(C)(C)(C)C1=NN(C(=C1)NC(=O)NC1=C(C=C(C=C1)OC1=CC(=NC=C1)C(NC)=O)F)C=1C=C2C=CC=NC2=CC1